CC(C(=O)O)=CC1=CC(=C(C=C1)O)OC.COC(\C=C\C1=CC(OC)=C(O)C=C1)=O.N1N=CC2=CC(=CC=C12)NC1=NC(=NC2=CC=CC=C12)C=1C=C(OCC(=O)NC(C)C)C=CC1 2-{3-[4-(1H-indazol-5-ylamino)-2-quinazolinyl]phenoxy}-N-(propan-2-yl)acetamide methyl-ferulate (methyl-3-(4-hydroxy-3-methoxyphenyl)acrylate)